ClC=1C=C(C=CC1C(F)(F)F)NC(=O)N1C2CCC1CC=1N=C(N=CC12)C(F)(F)F N-(3-chloro-4-(trifluoromethyl)phenyl)-2-(trifluoromethyl)-6,7,8,9-tetrahydro-5H-5,8-epiminocyclohepta[d]pyrimidine-10-carboxamide